N-(1-(4-(2-(Azetidin-1-yl)-4-(trifluoromethyl)benzyl)piperazine-1-carbonyl)-1H-pyrazol-3-yl)methanesulfonamide N1(CCC1)C1=C(CN2CCN(CC2)C(=O)N2N=C(C=C2)NS(=O)(=O)C)C=CC(=C1)C(F)(F)F